bis-tosylate monohydrate O.S(=O)(=O)(O)C1=CC=C(C)C=C1.S(=O)(=O)(O)C1=CC=C(C)C=C1